Cl.NC/C=C/CNC1=C(C=C(C(=O)OC)C=C1[N+](=O)[O-])OC (E)-methyl 4-((4-aminobut-2-en-1-yl) amino)-3-methoxy-5-nitrobenzoate hydrochloride